2-[4-fluoro-4-(9-fluoro-3,5-dihydro-2H-pyrido[3,4-f][1,4]oxazepine-4-carbonyl)-1-piperidyl]pyrimidine-4-carbonitrile FC1(CCN(CC1)C1=NC=CC(=N1)C#N)C(=O)N1CCOC2=C(C1)C=NC=C2F